(E)-N-(4-(3-chloro-4-fluoroanilino)-7-[(3S)-oxolan-3-yl]oxoquinazolin-6-yl)-4-(dimethylamino)but-2-enamide ClC=1C=C(NC2=NC(NC3=CC(=C(C=C23)NC(\C=C\CN(C)C)=O)[C@H]2COCC2)=O)C=CC1F